COC=1C=C2CC(N(CC2=CC1N)C)C 6-methoxy-2,3-dimethyl-1,2,3,4-tetrahydroisoquinolin-7-amine